C(C)(C)(C)OC(NC1CCC2=C(NC1=O)C(=CC(=C2)F)F)=O 7,9-difluoro-2-oxo-2,3,4,5-tetrahydro-1H-benzo[b]azepin-3-ylcarbamic acid tert-butyl ester